2-(3-methoxyphenyl)-5-(2-nitrophenyl)Oxazole-4-carboxylic acid ethyl ester C(C)OC(=O)C=1N=C(OC1C1=C(C=CC=C1)[N+](=O)[O-])C1=CC(=CC=C1)OC